ClC=1C2=C(N=CN1)N(C(=C2)C2(CN(CC2)C(=O)OC(C)(C)C)O)COCC[Si](C)(C)C tert-butyl 3-(4-chloro-7-{[2-(trimethylsilyl)ethoxy]methyl}-7H-pyrrolo[2,3-d]pyrimidin-6-yl)-3-hydroxypyrrolidine-1-carboxylate